COC1=CC=2C3=C(C=NC2C=C1)C(=NN3C3=C(C=CC(=C3)N3CCN(CC3)C)C)C3=CC(=CC=C3)OC 8-methoxy-3-(3-methoxyphenyl)-1-[2-methyl-5-(4-methylpiperazin-1-yl)phenyl]-1H-pyrazolo[4,3-c]quinoline